ClC1=C(C=2N=C(N=C(C2C=N1)N1CC(CC(C1)(F)F)NC(OC(C)(C)C)=O)OC[C@]12CCCN2C[C@@H](C1)F)F tert-butyl (1-(7-chloro-8-fluoro-2-(((2R,7aS)-2-fluorohexahydro-1H-pyrrolizin-7a-yl)methoxy)pyrido[4,3-d]pyrimidin-4-yl)-5,5-difluoropiperidin-3-yl)carbamate